7-(4-(diphenylamino)phenyl)pyrazolo[1,5-a]pyrimidine-3-carboxylic acid C1(=CC=CC=C1)N(C1=CC=C(C=C1)C1=CC=NC=2N1N=CC2C(=O)O)C2=CC=CC=C2